1-(2-(3-((6-fluoro-4-methyl-1H-indol-5-yl)oxy)phenyl)-1H-imidazol-5-yl)-1-(3-(2-(methylsulfonyl)ethyl)phenyl)ethan-1-ol Sodium [Na].FC1=C(C(=C2C=CNC2=C1)C)OC=1C=C(C=CC1)C=1NC(=CN1)C(C)(O)C1=CC(=CC=C1)CCS(=O)(=O)C